2-(2'-hydroxy-4'-methoxy-phenyl)benzotriazole OC1=C(C=CC(=C1)OC)N1N=C2C(=N1)C=CC=C2